di-t-butyldiethyl-ferrocene tert-butyl-N-[(1R)-1-[[(3S,4S)-4-(3-chlorophenyl)-1-(imidazo[1,5-a]pyridine-8-carbonyl)-3-piperidyl]carbamoyl]-2-methyl-propyl]carbamate C(C)(C)(C)OC(N[C@H](C(C)C)C(N[C@@H]1CN(CC[C@H]1C1=CC(=CC=C1)Cl)C(=O)C=1C=2N(C=CC1)C=NC2)=O)=O.C(C)(C)(C)C2=C([C-](C=C2)CC)C(C)(C)C.C(C)[C-]2C=CC=C2.[Fe+2]